3-buteneic acid carbonate C(O)(O)=O.C(CC=C)(=O)O